C(N)(=O)C=1C(=NC(=NC1)N1C[C@H](CCC1)NC(OC(C)(C)C)=O)NC1=CN(C(C(=C1)C1CCCCC1)=O)C(C)C tert-Butyl (S)-(1-(5-carbamoyl-4-((5-cyclohexyl-1-isopropyl-6-oxo-1,6-dihydropyridin-3-yl)amino)pyrimidin-2-yl)piperidin-3-yl)carbamate